CC1=C(C=CC(=C1)C)SCC#N 2-(2,4-dimethylphenyl)thioacetonitrile